6-(1-methyl-1H-imidazol-5-yl)-N-(6-(trifluoromethyl)pyridin-3-yl)pyrazine-2-carboxamide tert-Butyl-4-(6-((diphenylmethylene)amino)pyridazin-3-yl)piperazine-1-carboxylate C(C)(C)(C)OC(=O)N1CCN(CC1)C=1N=NC(=CC1)N=C(C1=CC=CC=C1)C1=CC=CC=C1.CN1C=NC=C1C1=CN=CC(=N1)C(=O)NC=1C=NC(=CC1)C(F)(F)F